N1(CCCC1)C=1C=C(C=NC1)S(=O)(=O)C1=CC=C(C=C1)CNC(=O)C=1C=C2C(=NC1)NN=C2 N-({4-[5-(pyrrolidin-1-yl)pyridine-3-sulfonyl]phenyl}methyl)-1H-pyrazolo[3,4-b]pyridine-5-carboxamide